OC(CC(=O)O)C1=CC=CC=C1 3-Hydroxy-3-phenylpropanoic acid